C[C@]12CC[C@@H]([C@@]([C@@H]1CC[C@@]3([C@@H]2CC=C4[C@]3(CC[C@@]5([C@H]4CC(CC5)(C)C)C(=O)[O-])C)C)(C)CO)O The molecule is a monocarboxylic acid anion that is the conjugate base of hederagenin, obtained by deprotonation of the carboxy group; major species at pH 7.3. It is a conjugate base of a hederagenin.